6-(allylthio)-N,N-bis(4-methoxybenzyl)-5-(trifluoromethyl)pyridin-2-amine C(C=C)SC1=C(C=CC(=N1)N(CC1=CC=C(C=C1)OC)CC1=CC=C(C=C1)OC)C(F)(F)F